3,4-difluoro-2-(2-fluoro-4-iodoanilino)-5-[[3-fluoro-2-(2-methylpropylsulfamoylamino)pyridin-4-yl]methyl]benzamide FC=1C(=C(C(=O)N)C=C(C1F)CC1=C(C(=NC=C1)NS(NCC(C)C)(=O)=O)F)NC1=C(C=C(C=C1)I)F